2-bromo-4-(bromomethyl)-benzoic acid methyl ester COC(C1=C(C=C(C=C1)CBr)Br)=O